C(C)(=O)N1CC(C1)NC1=CC(=NC(=N1)N1CCCCC1)C(=O)NC[C@@H](O)[C@H]1N(CC2=CC(=CC=C2C1)O)C(=O)OC(C)(C)C tert-butyl (3S)-3-[(1R)-2-[[6-[(1-acetylazetidin-3-yl)amino]-2-(1-piperidyl)pyrimidine-4-carbonyl]amino]-1-hydroxy-ethyl]-7-hydroxy-3,4-dihydro-1H-isoquinoline-2-carboxylate